C(CCC)C(C)(C)CC 2-Butyl-2-ethylpropan